5-(7-((1S,2S)-2-(2,4-difluorophenyl)cyclopropyl)pyrazolo[1,5-a]pyrimidin-5-yl)pyrimidine-2,4(1H,3H)-dione FC1=C(C=CC(=C1)F)[C@@H]1[C@H](C1)C1=CC(=NC=2N1N=CC2)C=2C(NC(NC2)=O)=O